C[N+](CCCCCCCCCCCCCC)(C)CCCCCCCCCCCCCC N,N-Dimethyl-N-tetradecyl-1-tetradecylammonium